hydroxyethylmethylammonium methylsulfat COS(=O)(=O)[O-].OCC[NH2+]C